C1(CC1)C1=C(C=NC(=C1)C(NC=1C(=C(C=CC1)C1=C(C(=CC=C1)NC(C1=NC=C(C(=C1)C1CC1)CNCC1(CC1)O)=O)C)C)=O)CN[C@H](CO)C(=O)O ((4-cyclopropyl-6-((3'-(4-cyclopropyl-5-((((1-hydroxycyclopropyl)methyl)amino)methyl)picolinamido)-2,2'-dimethyl-[1,1'-biphenyl]-3-yl)carbamoyl)pyridin-3-yl)methyl)-D-serine